COC(C12CCCC(CC1)N2C(=O)[O-])OC 1-(dimethoxymethyl)-8-azabicyclo[3.2.1]octane-8-carboxylate